SC(CCCS(=O)(=O)[O-])CC.[Na+].COC1=CC=C(C=C1)C=1C2=CC=C(N2)C(=C2C=CC(C(=C3C=CC(=C(C=4C=CC1N4)C4=CC=C(C=C4)OC)N3)C3=CC=C(C=C3)OC)=N2)C2=CC=C(C=C2)OC 5,10,15,20-tetra(4-methoxyphenyl)porphyrin sodium 4-mercapto-1-hexanesulfonate